(R)-1-(6-(6-(2-(3-fluorophenyl)pyrrolidin-1-yl)imidazo[1,2-b]pyridazin-3-yl)pyridin-2-yl)piperidin-4-ol FC=1C=C(C=CC1)[C@@H]1N(CCC1)C=1C=CC=2N(N1)C(=CN2)C2=CC=CC(=N2)N2CCC(CC2)O